(R)-1-(2-((1-((dimethylamino)methyl)cyclopropyl)methoxy)-7-(8-ethyl-7-fluoro-3-hydroxynaphthalen-1-yl)-8-fluoroquinazolin-4-yl)-3-methylpiperidin-3-ol CN(C)CC1(CC1)COC1=NC2=C(C(=CC=C2C(=N1)N1C[C@@](CCC1)(O)C)C1=CC(=CC2=CC=C(C(=C12)CC)F)O)F